C(C)(C)(C)OC(=O)\N=N\C(=O)OC(C)(C)C (E)-N-{[(tert-butoxy)carbonyl]imino}(tert-butoxy)carboxamide